NCCSP(=O)(OC1=CC=CC=C1)N[C@@H](C)C(=O)OC(C)C Isopropyl (((2-aminoethyl)thio)(phenoxy)phosphoryl)-L-alaninate